3-(6-(3,3-diethoxypropyl)-1-methyl-1H-indazol-3-yl)piperidine-2,6-dione C(C)OC(CCC1=CC=C2C(=NN(C2=C1)C)C1C(NC(CC1)=O)=O)OCC